NC=1C=2N(C=CN1)C(=NC2C2=CC=C(C(=O)NC1=NC=CC(=C1)CCC)C=C2)[C@H]2N(CCC2)C(C#CC)=O (S)-4-(8-amino-3-(1-but-2-ynoylpyrrolidin-2-yl)imidazo[1,5-a]pyrazin-1-yl)-N-(4-propylpyridin-2-yl)benzamide